3-(5-(3-fluoro-4-((5-hydroxy-5-methylhexahydrocyclopenta[c]pyrrol-2(1H)-yl)methyl)pyridin-2-yl)-1-oxoisoindolin-2-yl)piperidine-2,6-dione FC=1C(=NC=CC1CN1CC2C(C1)CC(C2)(C)O)C=2C=C1CN(C(C1=CC2)=O)C2C(NC(CC2)=O)=O